p-toluensulfonic acid chloride CC1=CC=C(C=C1)S(=O)(=O)Cl